ClC1=CC(=C(C=C1)C=1CCCC2=C(C1C1=CC=C(C=C1)CC1CN(C1)CCCF)C=CC(=C2)C(=O)O)F 8-(4-chloro-2-fluorophenyl)-9-(4-((1-(3-fluoropropyl)azetidin-3-yl)methyl)phenyl)-6,7-dihydro-5H-benzo[7]annulene-3-carboxylic acid